7-fluoro-4-(2-fluoro-4-methyl-phenyl)-5-[4-[(3S)-1-(3-fluoropropyl)pyrrolidin-3-yl]oxyphenyl]-2,3-dihydro-1-benzoxepin-8-ol FC=1C(=CC2=C(C(=C(CCO2)C2=C(C=C(C=C2)C)F)C2=CC=C(C=C2)O[C@@H]2CN(CC2)CCCF)C1)O